COC=1C=C(C(=O)N)C=CC1[C@H](C1=CC=NC=C1)OC1=CC=C2C(CCOC2=C1C)=O (S)-3-Methoxy-4-(((8-methyl-4-oxochroman-7-yl)oxy)(pyridin-4-yl)methyl)benzamide